C(=O)(O)CC1=CC(=C(C(=O)NC2=NC=C(C(=O)O)C=C2)C=C1O)O 6-(4-(carboxymethyl)-2,5-dihydroxybenzoylamino)nicotinic acid